CNC1CCN(C2=CC=C(C=C12)C=1C=NN(C1)C)C1=NC(=CC2=CC=CC=C12)C(=O)O 1-[4-methylamino-6-(1-methyl-1H-pyrazol-4-yl)-3,4-dihydro-2H-quinolin-1-yl]-isoquinoline-3-carboxylic acid